COC1=CC=C(C=C1)C(=O)N1CCN(CCC1)CCC1=CC=CC=C1 (4-Methoxyphenyl)-[4-(2-phenylethyl)-1,4-diazepan-1-yl]methanon